(4-bromo-2-((1-((2-(3-hexyldibocguanidino)ethyl)amino)-3-(1H-indol-3-yl)-1-oxopropan-2-yl)carbamoyl)phenyl)-2-naphthamide BrC1=CC(=C(C=C1)C1=C(C=CC2=CC=CC=C12)C(=O)N)C(NC(C(=O)NCCN(C(=N)N(CCCCCC)C(=O)OC(C)(C)C)C(=O)OC(C)(C)C)CC1=CNC2=CC=CC=C12)=O